C(#N)C[C@H]1CN(CCN1)C1=CC(=NC(=N1)NC[C@H]1N(CCC1)CCO)C(=O)NC1=CC(=CC2=CC=CC=C12)O 6-[(3S)-3-(cyanomethyl)piperazin-1-yl]-2-[[(2S)-1-(2-hydroxyethyl)pyrrolidin-2-yl]methylamino]-N-(3-hydroxy-1-naphthyl)pyrimidine-4-carboxamide